Tert-butyl (3aR,5s,6aS)-5-((6-chloropyridazin-3-yl)amino)hexahydrocyclopenta[c]pyrrole-2(1H)-carboxylate ClC1=CC=C(N=N1)NC1C[C@@H]2[C@@H](CN(C2)C(=O)OC(C)(C)C)C1